2-(4-triphenylsilylphenyl)pyridine C1(=CC=CC=C1)[Si](C1=CC=C(C=C1)C1=NC=CC=C1)(C1=CC=CC=C1)C1=CC=CC=C1